3-cyclopropylpyridine-2,5-Diamine C1(CC1)C=1C(=NC=C(C1)N)N